4-(2-(((R)-((R or S)-7-(1-methyl-1H-pyrazol-4-yl)-2-oxo-2,3-dihydro-1H-pyrido[2,3-b][1,4]thiazin-3-yl)(phenyl)methyl)amino)ethyl)benzonitrile CN1N=CC(=C1)C1=CC2=C(S[C@@H](C(N2)=O)[C@@H](C2=CC=CC=C2)NCCC2=CC=C(C#N)C=C2)N=C1 |o1:11|